C(CCCCCCCCCCCCCCC)C(C(=O)O)(CCCC)CC.C(CCCCCCCCCCCCCCC)C(C(=O)O)(CCCC)CC.NC1=C(C=C(C=C1)F)C(CC)=O 1-(2-amino-5-fluorophenyl)propan-1-one cetyl-ethylhexanoate (Cetyl-ethylhexanoate)